BrCCOC1=CC=C(OC=2C3=C(SC2C2=C(C=C(C=C2)F)C(C)(F)F)C=C(C=C3)B(O)O)C=C1 (3-(4-(2-bromoethoxy)phenoxy)-2-(2-(1,1-difluoroethyl)-4-fluorophenyl)benzo[b]thiophen-6-yl)boronic acid